7-(Cyclopentylamino)-6-fluoro-2-(((trans-4-hydroxycyclohexyl)thio)methyl)quinazolin-4(3H)-one C1(CCCC1)NC1=C(C=C2C(NC(=NC2=C1)CS[C@@H]1CC[C@H](CC1)O)=O)F